ethyl-N-nitrosourea C(C)N(C(=O)N)N=O